C(CCCCCCC\C=C\CCCCCCCC)(=O)OC[C@@H](OC(CCCCCCC\C=C\CCCCCCCC)=O)COP(=O)(O)OCCN 1,2-dielaidoylsn-glycero-3-phosphoethanolamine